C(=O)(OC(C)(C)C)N[C@@H]([C@H](C(=O)O)O)CC1=CC=CC=C1 (2R,3R)-3-(Boc-amino)-2-hydroxy-4-phenylbutyric acid